(aziridin-2-yl)(4-(methylsulfonyl) phenyl) ketone N1C(C1)C(=O)C1=CC=C(C=C1)S(=O)(=O)C